[Br-].FC(C1CC(C1)[Zn+])(F)F (3-(Trifluoromethyl)cyclobutyl)zinc (II) bromide